1-(4-(4-amino-7-methyl-5-(4-((4-methylpyrimidin-2-yl)oxy)phenyl)-7H-pyrrolo[2,3-d]pyrimidin-6-yl)phenyl)-3-methyleneazetidin-2-one NC=1C2=C(N=CN1)N(C(=C2C2=CC=C(C=C2)OC2=NC=CC(=N2)C)C2=CC=C(C=C2)N2C(C(C2)=C)=O)C